5-(4-fluoro-3-hydroxyphenyl)isoxazole-3-carboxylic acid ethyl ester C(C)OC(=O)C1=NOC(=C1)C1=CC(=C(C=C1)F)O